N-(furan-2-ylmethyl)benzamide O1C(=CC=C1)CNC(C1=CC=CC=C1)=O